(2S)-3-[3-[2-oxo-3-[3-(methoxy)phenyl]imidazolidin-1-yl]phenyl]-2-[(3R)-pyrrolidin-3-yl]propionic acid O=C1N(CCN1C1=CC(=CC=C1)OC)C=1C=C(C=CC1)C[C@H](C(=O)O)[C@@H]1CNCC1